5-methyl-3-(p-tolyl)indolin-2-one CC=1C=C2C(C(NC2=CC1)=O)C1=CC=C(C=C1)C